(S)-N-(1-(2-(bis(3-isopropylphenyl)methylene)hydrazineyl)-1-oxopropan-2-yl)-3-hydroxy-4-methoxypicolinamide C(C)(C)C=1C=C(C=CC1)C(=NNC([C@H](C)NC(C1=NC=CC(=C1O)OC)=O)=O)C1=CC(=CC=C1)C(C)C